ClC1=CC2=C(NC=N2)C=C1C1=C(C=CC=C1)OC(C)C 5-chloro-6-(2-isopropoxyphenyl)-1H-benzo[d]imidazol